4-{[(1H-benzimidazol-2-yl)methyl]amino}-2-(morpholin-4-yl)imidazo[2,1-f][1,2,4]triazine N1C(=NC2=C1C=CC=C2)CNC2=NC(=NN1C2=NC=C1)N1CCOCC1